(2-chloro-3-fluoropyridin-4-yl)boronic acid ClC1=NC=CC(=C1F)B(O)O